FC(OC1=C(C(=O)N)C(=CC(=C1)C=1N(N=C2C=C(C=C(C12)OCC)C=1C=NN(C1)C)C)OC)F 2-(difluoromethoxy)-4-[4-ethoxy-2-methyl-6-(1-methylpyrazol-4-yl)indazol-3-yl]-6-methoxybenzamide